4-((S)-5-Methyl-3-((R)-1,1,1-trifluoro-2-hydroxypropan-2-yl)-5,6-dihydroimidazo[1,5-a]pyrazolo[5,1-c]pyrazin-9-yl)bicyclo[2.2.1]heptane-1-carboxamide C[C@H]1CN2C(C=3N1C(=NC3)[C@@](C(F)(F)F)(C)O)=CC(=N2)C23CCC(CC2)(C3)C(=O)N